N-(3-(5-chloro-2-methoxyphenyl)-1-(2-(4,4-difluorocyclohexylamino)-2-oxoethyl)-1H-pyrazol-4-yl)pyrazolo[1,5-a]pyrimidine-3-carboxamide ClC=1C=CC(=C(C1)C1=NN(C=C1NC(=O)C=1C=NN2C1N=CC=C2)CC(=O)NC2CCC(CC2)(F)F)OC